(S)-2-(5,5-difluoro-1-(6-(5-(((6-(4-fluoro-1H-pyrazol-1-yl)pyrimidin-4-yl)oxy)methyl)-1-methyl-1H-1,2,3-triazol-4-yl)-2-methylpyridin-3-yl)piperidin-3-yl)acetic acid FC1(C[C@@H](CN(C1)C=1C(=NC(=CC1)C=1N=NN(C1COC1=NC=NC(=C1)N1N=CC(=C1)F)C)C)CC(=O)O)F